C(C)(C)(C)C1=CC(=NN1[C@@H]1COCC1)NC=1N(C=2C(=NC=C(C2OC)OC2=CC(=NC=C2)NC(=O)C2CC2)N1)C (S)-N-(4-((2-((5-(tert-butyl)-1-(tetrahydrofuran-3-yl)-1H-pyrazol-3-yl)amino)-7-methoxy-1-methyl-1H-imidazo[4,5-b]pyridin-6-yl)oxy)pyridin-2-yl)cyclopropanecarboxamide